FC(OC1=CC=C(C=C1)S(=O)(=O)N1C[C@@H]2[C@H](C1)CC(C2)N2CCOCC2)F 4-((3aR,5r,6aS)-2-((4-(difluoromethoxy)phenyl)sulfonyl)octahydrocyclopenta[c]pyrrol-5-yl)morpholine